5-Tert-butyl 3-methyl (S)-6-methyl-6,7-dihydropyrazolo[1,5-a]pyrazine-3,5(4H)-dicarboxylate C[C@@H]1N(CC=2N(C1)N=CC2C(=O)OC)C(=O)OC(C)(C)C